FC(C(=O)N([C@H]1C[C@H](N(CC1)C(=O)N1CC2(CCCC2)[C@@H](CC1)CN1C(C=C(C=C1)C1=C(C=CC=C1)C)=O)C1=CC=CC=C1)C)(F)F 2,2,2-trifluoro-N-methyl-N-((2S,4R)-1-((R)-10-((2-oxo-4-(o-tolyl)pyridin-1(2H)-yl)methyl)-7-azaspiro[4.5]decane-7-carbonyl)-2-phenylpiperidin-4-yl)acetamide